D,L-norvaline N[C@@H](CCC)C(=O)O |r|